ClC1=CSC2=C1NC(=C2)C(=O)N(C)[C@@H]2COCC=1NC(C=3C=C(C(=CC3C12)F)F)=O (S)-3-chloro-N-(8,9-difluoro-6-oxo-1,4,5,6-tetrahydro-2H-pyrano[3,4-c]isoquinolin-1-yl)-N-methyl-4H-thieno[3,2-b]pyrrole-5-carboxamide